tert-butyl 4-(2-methoxy-6-oxo-5-((3-(trifluoromethyl)pyridin-2-yl)methyl)-5,6-dihydropyrido[2,3-b]pyrazin-7-yl)piperidine-1-carboxylate COC=1N=C2C(=NC1)N(C(C(=C2)C2CCN(CC2)C(=O)OC(C)(C)C)=O)CC2=NC=CC=C2C(F)(F)F